tert-butyl N-[4-(3-formyl-4-pyridyl)phenyl]carbamate C(=O)C=1C=NC=CC1C1=CC=C(C=C1)NC(OC(C)(C)C)=O